(R)-4-(3-(2,4-Difluoro-3-hydroxy-5-(trifluoromethyl)phenyl)-1-methyl-1H-pyrazolo[4,3-c]pyridin-6-yl)-2-methyl-N-phenylpiperazine-1-carboxamide FC1=C(C=C(C(=C1O)F)C(F)(F)F)C1=NN(C2=C1C=NC(=C2)N2C[C@H](N(CC2)C(=O)NC2=CC=CC=C2)C)C